ethyl (S)-3-amino-3-(2',6'-difluorobiphenyl-3-yl)propanoate N[C@@H](CC(=O)OCC)C=1C=C(C=CC1)C1=C(C=CC=C1F)F